(2R)-ethyl 1-((((2R,3S,4R,5S)-5-(4-aminopyrrolo[2,1-f][1,2,4]triazin-7-yl)-2-cyano-3,4-dihydroxytetrahydrofuran-2-yl)methoxy)(phenoxy)phosphoryl)pyrrolidine-2-carboxylate NC1=NC=NN2C1=CC=C2[C@H]2[C@@H]([C@@H]([C@@](O2)(C#N)COP(=O)(OC2=CC=CC=C2)N2[C@H](CCC2)C(=O)OCC)O)O